Cl.N=1N2C(=CC1C=1C=C(C(=NC1)N)O[C@@H](C)C=1C=NC=CC1)C1(CC2)CNCC1 5-[5',6'-dihydrospiro[pyrrolidine-3,4'-pyrrolo[1,2-b]pyrazol]-2'-yl]-3-[(1S)-1-(pyridin-3-yl)ethoxy]pyridin-2-amine-hydrochloride salt